CS(=O)(=O)NC(=O)C1=CSC=2C1=NC=CC2 N-(methylsulfonyl)thieno[3,2-b]Pyridine-3-carboxamide